6-(2,4-dimethoxypyrimidin-5-yl)-8-(3-(prop-2-yn-1-yl)pyrrolidin-1-yl)imidazo[1,2-b]pyridazine COC1=NC=C(C(=N1)OC)C=1C=C(C=2N(N1)C=CN2)N2CC(CC2)CC#C